ClC1=CC=C(C=N1)NC1=NC=CC2=CC(=CC=C12)OCCN1CC(C1)OC N-(6-chloropyridin-3-yl)-6-(2-(3-methoxyazetidin-1-yl)ethoxy)isoquinolin-1-amine